1-[(2-cyanopyridin-4-yl)methyl]-3-[rac-(1R,2R,4S)-2-bicyclo[2.2.1]heptanyl]urea C(#N)C1=NC=CC(=C1)CNC(=O)N[C@H]1[C@@H]2CC[C@H](C1)C2 |r|